propionylaminoethylenediphosphonic acid C(CC)(=O)NC(CP(O)(O)=O)P(O)(O)=O